FC=1C=CC2=C(SC(=C2)C=2OC=CN2)C1 2-(6-fluorobenzo[b]thiophen-2-yl)oxazole